Methyl-methanesulfonyl chloride CCS(=O)(=O)Cl